C(C)(C)OC([C@H](CCC(C=[N+]=[N-])=O)NP(=O)(OC1=CC=CC=C1)OCCCCN)=O.COCC1(CC1)C1=NC(=CC=C1)\C=C\[N+](=O)[O-] (E)-2-(1-(methoxymethyl)cyclopropyl)-6-(2-nitrovinyl)pyridine Isopropyl-(2S)-2-(((4-aminobutoxy)(phenoxy)phosphoryl)amino)-6-diazo-5-oxohexanoate